BrC=1C=CC=C2C=CN(C(C12)=O)C(C(=O)NCC(F)(F)F)C 2-(8-bromo-1-oxo-2-isoquinolyl)-N-(2,2,2-trifluoroethyl)propanamide